N-[4-(2-chlorophenyl)thiazol-2-yl]-1-tetrahydropyran-4-yl-azetidine-3-carboxamide ClC1=C(C=CC=C1)C=1N=C(SC1)NC(=O)C1CN(C1)C1CCOCC1